FC(C(=O)N1CCC(CC1)OC1=CC2=C(C(N(CCO2)C[C@@H](CN2CC3=CC=CC=C3CC2)O)=O)C=C1)F 8-[[1-(2,2-difluoroacetyl)-4-piperidyl]oxy]-4-[(2R)-3-(3,4-dihydro-1H-isoquinoline-2-yl)-2-hydroxy-propyl]-2,3-dihydro-1,4-benzoxazepin-5-one